C(C)N(C1CCC(CC1)N)CC N,N-diethyl-1,4-cyclohexanediamine